C(#N)C=1C=CC2=C(C[C@@H](C(O2)(C)C)O)C1 (3s,4r)-6-Cyano-3,4-Dihydro-3-Hydroxy-2,2-Dimethyl-2h-1-Benzopyran